8-Hydroxypyrene-1,3,6-trisulphonic acid OC=1C=C(C=2C=CC3=C(C=C(C=4C=CC1C2C43)S(=O)(=O)O)S(=O)(=O)O)S(=O)(=O)O